C12(CC(C1)C2)C(=O)N2[C@H]([C@H]([C@H](C2)F)NS(=O)(=O)C)CC=2C(=C(C=CC2)C2=C(C=CC(=C2)F)F)F N-{(2S,3R,4S)-1-(bicyclo[1.1.1]pentane-1-carbonyl)-4-fluoro-2-[(2,2',5'-trifluoro[1,1'-biphenyl]-3-yl)methyl]pyrrolidin-3-yl}methanesulfonamide